C1(=CC(=CC=C1)OC(=O)C1=C(C(=O)O)C=CC=C1)OC(=O)C1=C(C(=O)O)C=CC=C1 1,3-phenylenebis(oxy)bis(carbonyl)dibenzoic acid